N-(2-(2-hydroxyethoxy)ethyl)-1-methyl-2-((6-morpholinylbenzo[d]oxazol-2-yl)amino)-1H-benzo[d]imidazole-5-carboxamide OCCOCCNC(=O)C1=CC2=C(N(C(=N2)NC=2OC3=C(N2)C=CC(=C3)N3CCOCC3)C)C=C1